6-bromo-2-(1-fluorocyclopropyl)-7-(methoxymethyl)imidazo[1,2-a]pyridine BrC=1C(=CC=2N(C1)C=C(N2)C2(CC2)F)COC